((1r,3r)-1'-(4-methoxybenzyl)-2'-oxo-1',2'-dihydrospiro(cyclobutane-1,3'-pyrrolo[3,2-B]pyridin)-3-yl)carbamic acid tert-butyl ester C(C)(C)(C)OC(NC1CC2(C(N(C=3C2=NC=CC3)CC3=CC=C(C=C3)OC)=O)C1)=O